The molecule is a monovalent inorganic cation resulting from the removal of the unpaired electron from nitric oxide. It is a nitrogen oxide and a monovalent inorganic cation. N#[O+]